radium-barium sulfate S(=O)(=O)([O-])[O-].[Ba+2].[Ra+2].S(=O)(=O)([O-])[O-]